rac-tert-butyl 7-[(diethoxyphosphoryl)(hydroxy)methyl]naphthalene-2-carboxylate C(C)OP(=O)(OCC)[C@H](C1=CC=C2C=CC(=CC2=C1)C(=O)OC(C)(C)C)O |r|